4-(6-(6-(Isobutylsulfonyl)-3,6-diazabicyclo[3.1.1]hept-3-yl)pyridin-3-yl)-6-(2-methoxy-2-methylpropyloxy)pyrazolo[1,5-a]pyridine-3-carbonitrile C(C(C)C)S(=O)(=O)N1C2CN(CC1C2)C2=CC=C(C=N2)C=2C=1N(C=C(C2)OCC(C)(C)OC)N=CC1C#N